(2S,4R)-N-[(S)-[4-(3,3-difluorocyclobutyl)-3-fluorophenyl](phenyl)methyl]-4-fluoro-1-{2-[4-(trifluoromethyl)-1,3-oxazol-2-yl]acetyl}pyrrolidine-2-carboxamide FC1(CC(C1)C1=C(C=C(C=C1)[C@@H](NC(=O)[C@H]1N(C[C@@H](C1)F)C(CC=1OC=C(N1)C(F)(F)F)=O)C1=CC=CC=C1)F)F